2-(2,6-dioxopiperidin-3-yl)-5-fluoro-4-((7-(((1R,2S,4R)-1,7,7-trimethylbicyclo[2.2.1]Heptan-2-yl)amino)heptyl)thio)isoindoline-1,3-dione O=C1NC(CCC1N1C(C2=CC=C(C(=C2C1=O)SCCCCCCCN[C@@H]1[C@@]2(CC[C@H](C1)C2(C)C)C)F)=O)=O